calcium-aluminum salt [Al].[Ca]